N2-[4-bromo-3-[[tert-butyl-(dimethyl)silyl]oxymethyl]-5-chloro-phenyl]-5-methyl-N4-phenyl-pyrimidine-2,4-diamine BrC1=C(C=C(C=C1Cl)NC1=NC=C(C(=N1)NC1=CC=CC=C1)C)CO[Si](C)(C)C(C)(C)C